2-Fluoro-1-(3-(4-(1-(2-methoxyethyl)-1H-pyrazol-4-yl)-1-(4-(trifluoromethoxy)phenyl)-1H-pyrazolo[3,4-b]pyridin-3-yl)azetidin-1-yl)prop-2-en-1-one FC(C(=O)N1CC(C1)C1=NN(C2=NC=CC(=C21)C=2C=NN(C2)CCOC)C2=CC=C(C=C2)OC(F)(F)F)=C